6-(4-(quinoxalin-2-yl)-1H-pyrazol-1-yl)spiro[3.3]heptane-2-carboxylic acid N1=C(C=NC2=CC=CC=C12)C=1C=NN(C1)C1CC2(CC(C2)C(=O)O)C1